FC(CC1=C(OC2=C1C=CC=C2NC2CCS(CC2)(=O)=O)C#CC)F 3-(3-(2,2-difluoroethyl)-7-((1,1-dioxidotetrahydro-2H-thiopyran-4-yl)amino)benzofuran-2-yl)prop-2-yn